2-(((6-cyclopropylimidazo[1,2-a]pyridin-2-yl)methyl)amino)ethan-1-ol C1(CC1)C=1C=CC=2N(C1)C=C(N2)CNCCO